CN(C(OCCCC)=O)CC=O butyl N-methyl-N-(2-oxoethyl)carbamate